C(C)(=O)C1=C(C=C(C=C1)Cl)NC(C(=O)NC(C(=O)NC1(N(C2=CC=CC=C2C1)C(=O)[O-])C(=O)[O-])CC1=CC=CC=C1)=O 2-(2-(2-((2-acetyl-5-chlorophenyl) amino)-2-oxoacetylamino)-3-phenylpropionamido)-1H-indole-1,2-dicarboxylate